5-(2-methylpyridin-4-yl)-2-{3-[3-(propan-2-yl)piperazin-1-yl]-1,2,4-triazin-6-yl}phenol dihydrochloride Cl.Cl.CC1=NC=CC(=C1)C=1C=CC(=C(C1)O)C1=CN=C(N=N1)N1CC(NCC1)C(C)C